2-(2-(prop-2-yn-1-yloxy)ethoxy)ethyl-pentaerythritol C(C#C)OCCOCCC(O)C(CO)(CO)CO